N2-(1-methylpiperidin-4-yl)-7-(oxazol-2-yl)pyrido[2,3-d]pyrimidine-2,4-diamine CN1CCC(CC1)NC=1N=C(C2=C(N1)N=C(C=C2)C=2OC=CN2)N